tert-butyldimethyl(1,1,1-trifluoro-4-(trimethylsilyl)but-3-yn-2-yloxy)silane C(C)(C)(C)[Si](OC(C(F)(F)F)C#C[Si](C)(C)C)(C)C